CS(=O)(=O)C1=NC=C(C=N1)C#CCCCC(=O)NCC#C 6-(2-(methylsulfonyl)pyrimidin-5-yl)-N-(prop-2-yn-1-yl)hexa-5-ynamide